Tri(3-diethylaminopropyl)germanium C(C)N(CCC[Ge](CCCN(CC)CC)CCCN(CC)CC)CC